C(C)NCCC1=NN=C(O1)C=1C(=NC=CC1)NC1=CC=C(C=C1)C(F)(F)F 3-[5-[2-(ethylamino)ethyl]-1,3,4-oxadiazol-2-yl]-N-[4-(trifluoromethyl)phenyl]pyridin-2-amine